ClC1=C(C=CC(=C1)N[C@H]1C(NC(CC1)=O)=O)CC(=O)O 2-[2-chloro-4-[[(3R)-2,6-dioxo-3-piperidyl]amino]phenyl]acetic acid